(R)-N4-(1-(5-amino-2-fluoro-3-methylphenyl)ethyl)-N6-(5-(2-(dimethylamino)ethyl)-6-Methoxypyridin-3-yl)-N6,2-dimethylquinazoline-4,6-diamine NC=1C=C(C(=C(C1)[C@@H](C)NC1=NC(=NC2=CC=C(C=C12)N(C)C=1C=NC(=C(C1)CCN(C)C)OC)C)F)C